CN(C1(CCC2(CN(C(N2)=O)C=2C=NC(=NC2)NC(=O)C=2SC=CC2)CC1)C1=CC=CC=C1)C N-[5-(8-dimethylamino-2-oxo-8-phenyl-1,3-diazaspiro[4.5]decan-3-yl)-pyrimidin-2-yl]-thiophene-2-carboxylic acid amide